Cl.C(C)(C)(C)OC(=O)NCCCN N-t-Butyloxycarbonyl-1,3-diaminopropane hydrochloride